diphenylsilanediyl[(cyclopentadienyl)(2,4,7-trimethylindenyl)]zirconium dichloride [Cl-].[Cl-].C1(=CC=CC=C1)[Si](=[Zr+2]C1C(=C(C2=C(C=CC(=C12)C)C)C1C=CC=C1)C)C1=CC=CC=C1